C1(CC1)C1=NC(=CC(=C1)C1=C(C#N)C=CC=C1C1=NN=CN1C)N1C(C2=CC(=CC(=C2C1)F)CNCC(F)(F)F)=O [2-Cyclopropyl-6-(4-fluoro-1-oxo-6-{[(2,2,2-trifluoroethyl)amino]methyl}-3H-isoindol-2-yl)pyridin-4-yl]-3-(4-methyl-1,2,4-triazol-3-yl)benzonitrile